(R)-1,1,1,3,3,3-hexafluoro-2-((4-methyl-5-(7-((4-(S-methylsulfonimidoyl)phenyl)amino)-2,6-naphthyridin-1-yl)-1H-indazol-1-yl)methyl)propan-2-ol FC(C(C(F)(F)F)(O)CN1N=CC2=C(C(=CC=C12)C1=NC=CC2=CN=C(C=C12)NC1=CC=C(C=C1)[S@@](=O)(=N)C)C)(F)F